(1r,4r)-4-(3-bromoanilino)-2'-[2-(pyridin-3-yl)ethyl]-2',3'-dihydrospiro[cyclohexane-1,1'-indene]-4-carboxylic acid BrC=1C=C(NC2(CCC3(C(CC4=CC=CC=C34)CCC=3C=NC=CC3)CC2)C(=O)O)C=CC1